COS(=O)(=O)CC1=NC=C(C=C1)C#C[Si](C)(C)C (5-((trimethylsilyl)ethynyl)pyridin-2-yl)methanesulfonic acid methyl ester